ClCCCCOCC1=CC=CC=C1 1-chloro-4-benzyloxybutane